C1(=C(C=CC=C1)P(C1=C(C=CC=C1)C)C1=C(C=CC=C1)C)C tri-o-tolylphosphane